NC1(CC(C1)(O)C)C1=CC=C(C=C1)C=1N=C2C=3C=NC=CC3OCN2C1C1=CC=CC=C1 3-amino-1-methyl-3-[4-(5-phenyl-8-oxa-3,6,12-triazatricyclo[7.4.0.02,6]trideca-1(9),2,4,10,12-pentaen-4-yl)phenyl]cyclobutan-1-ol